(R)-N-(1,1-dioxo-2,3-dihydrothiophen-3-yl)-7-isopropyl-2-oxo-1,2-dihydroquinoline-3-carboxamide O=S1(C[C@@H](C=C1)NC(=O)C=1C(NC2=CC(=CC=C2C1)C(C)C)=O)=O